C12CN(CC2C1)C1=NC2=C(C=C(C=C2C(N1C)=O)C)Br 2-(3-azabicyclo[3.1.0]hexan-3-yl)-8-bromo-3,6-dimethyl-quinazolin-4-one